3-((1-((5-bromo-1-(4-methoxybenzyl)-6-oxo-1,6-dihydropyridazin-3-yl)methyl)-6-oxo-4-(trifluoromethyl)-1,6-dihydropyrimidin-5-yl)oxy)-5-chlorobenzonitrile BrC1=CC(=NN(C1=O)CC1=CC=C(C=C1)OC)CN1C=NC(=C(C1=O)OC=1C=C(C#N)C=C(C1)Cl)C(F)(F)F